4-ethynyl-N-ethyl-1,8-naphthalimide CCN1C(=O)C2=C3C(=C(C=C2)C#C)C=CC=C3C1=O